FC1(CCC(CC1)[C@H](NC(=O)C=1N=NSC1C(C)C)C1=NC2=C(N1)C=CC(=C2)[C@@H](C)NC(CCC(F)(F)F)=O)F N-((S)-(4,4-Difluorocyclohexyl)(5-((R)-1-(4,4,4-trifluorobutanamido)ethyl)-1H-benzo[d]imidazol-2-yl)methyl)-5-isopropyl-1,2,3-thiadiazole-4-carboxamide